C(C=C)OC1=C(C=CC=C1)C(C1=CC=CC=C1)P(OCC)(OCC)=O Diethyl ((2-(allyloxy)phenyl)(phenyl)methyl)phosphonate